N1=C(C=C1)C(=O)C1=CC=CC=C1 azetophenone